ClC1=CC(=NC(=C1)C(F)(F)F)[C@]1(CC(=NO1)C1=CC(=C(C(=O)N[C@@H]2C[C@@H](C2)C(F)(F)F)C=C1)C)C(F)(F)F |o1:11| 4-((R*)-5-(4-chloro-6-(trifluoromethyl)pyridin-2-yl)-5-(trifluoromethyl)-4,5-dihydroisoxazol-3-yl)-2-methyl-N-((cis)-3-(trifluoromethyl)cyclobutyl)benzamide